C(C)(C)(C)OC(=O)N1CCC(CC1)(C(=O)C=1C=C(C(=C(C(=O)O)C1)C(C1=CC=C(C=C1)Cl)=O)F)F 5-(1-(tert-Butoxycarbonyl)-4-fluoropiperidine-4-carbonyl)-2-(4-chlorobenzoyl)-3-fluorobenzoic acid